C1([C@H](O)[C@H](O)[C@H](O1)CO)C=1N=NNC1 Ribosyltriazole